FC=1C(=C(C(=NC1)OC)I)OC 5-fluoro-3-iodo-2,4-dimethoxypyridine